C(C)(C)C=1C(=NC2=CC3=C(C=C2C1C1=CC=C(C=C1)OC)C(NN3S(=O)(=O)C3=CC=C(C)C=C3)=O)OC 6-isopropyl-7-methoxy-5-(4-methoxyphenyl)-1-(p-toluenesulfonyl)pyrazolo[4,3-g]quinolone